2,2'-azobis(N-(2-carboxyethyl)-2-methyl-propionamidine) tetrahydrate O.O.O.O.N(=NC(C(=N)NCCC(=O)O)(C)C)C(C(=N)NCCC(=O)O)(C)C